C12C(=CCC(C1(C)C)C2)C (±)-2-Pinene